ClC1=CNC2=C(C=CC(=C12)Cl)NS(=O)(=O)C=1C=NN(C1)C(CO)CO N-(3,4-Dichloro-1H-indol-7-yl)-1-[2-hydroxy-1-(hydroxymethyl)ethyl]pyrazol-4-sulfonamid